(R,E)-5-(2-((E)-3-Methoxy-3-oxoprop-1-en-1-yl)phenoxy)-1-(3-(phenylsulfonamido)phenyl)pent-1-en-3-yl benzoate C(C1=CC=CC=C1)(=O)O[C@@H](/C=C/C1=CC(=CC=C1)NS(=O)(=O)C1=CC=CC=C1)CCOC1=C(C=CC=C1)\C=C\C(=O)OC